4-(1H-benzo[d]imidazol-2-yl)-6,7-dihydro-1H-imidazo[4,5-c]pyridin N1C(=NC2=C1C=CC=C2)C2=NCCC1=C2N=CN1